3-methylpent-2-en-4-yn-1-ol CC(=CCO)C#C